C1(=C(C=CC=C1)[Pd](C1=C(C=CC=C1)C)(Cl)Cl)C ditolyl-palladium dichloride